FC1=CC2=C(C3=CC=CC=C3C(=C2C=C1)OC(C1=CC=C(C=C1)C)=O)OC(C1=CC=C(C=C1)C)=O 2-fluoro-9,10-bis(4-methylbenzoyloxy)anthracene